C(C)OC(=O)N1[C@H](C[C@H](C1)N)CO (2R,4R)-4-amino-2-(hydroxymethyl)pyrrolidine-1-carboxylic acid ethyl ester